C1(=CC=CC=C1)NC1=C(C=CC=C1)NC(C)=O N-(2-(phenylamino)phenyl)acetamide